1,2-dieicosancarbonyl-sn-glycero-3-phosphocholine C(CCCCCCCCCCCCCCCCCCC)C(=O)OC[C@@H](OC(=O)CCCCCCCCCCCCCCCCCCCC)COP(=O)([O-])OCC[N+](C)(C)C